3-(1,4-diethyl-1H-pyrazol-3-yl)-5-fluorobenzoyl chloride C(C)N1N=C(C(=C1)CC)C=1C=C(C(=O)Cl)C=C(C1)F